N-isobutylacryl-amide C(C(C)C)NC(C=C)=O